ClC=1C=C2C=CC(C2=CC1)=O 5-chloro-1-oxo-indene